(4-bromo-3-fluorophenyl)(morpholino)methanone BrC1=C(C=C(C=C1)C(=O)N1CCOCC1)F